1-(4-chlorophenyl)-3,3-difluorocyclobutane-1-carboxylic acid ethyl ester C(C)OC(=O)C1(CC(C1)(F)F)C1=CC=C(C=C1)Cl